3-bromo-5-[[5-[4-(hydroxymethyl)-6-(trifluoromethyl)-3-pyridyl]-3-thienyl]sulfamoyl]-4-methoxy-benzoic acid BrC=1C=C(C(=O)O)C=C(C1OC)S(NC1=CSC(=C1)C=1C=NC(=CC1CO)C(F)(F)F)(=O)=O